[B](F)F.BrC1=CC=C(C=C1)C(CC(=O)C1=CC=C(C=C1)Cl)=O 1-(4-bromophenyl)-3-(4-chlorophenyl)propane-1,3-dione boron difluoride